OC1=CC=C(C=C1)N=NC1C2CCC(=C1)C2 2-[(4-hydroxyphenyl)azo]-3-norbornene